8-Hexadecene-1,16-dicarboxylic acid C(CCCCCCC=CCCCCCCCC(=O)O)C(=O)O